(R)-5-(4-(6-chloro-4-oxo-3,4-dihydro-7H-pyrrolo[2,3-d]pyrimidin-7-yl)phenyl)-2,2-dimethylmorpholine-4-carboxylic acid tert-butyl ester C(C)(C)(C)OC(=O)N1CC(OC[C@H]1C1=CC=C(C=C1)N1C(=CC2=C1N=CNC2=O)Cl)(C)C